tert-butyl (2-(((tert-butyldiphenylsilyl)oxy)methyl)pyridin-4-yl)carbamate [Si](C1=CC=CC=C1)(C1=CC=CC=C1)(C(C)(C)C)OCC1=NC=CC(=C1)NC(OC(C)(C)C)=O